FC1=C(C=CC(=C1)F)C1=C(C(=CN1S(=O)(=O)C=1C=NC(=CC1)C)CNC)OC 1-(5-(2,4-difluorophenyl)-4-methoxy-1-((6-methylpyridin-3-yl)sulfonyl)-1H-pyrrol-3-yl)-N-methyl-methanamine